FC(C1=CC=C(C=C1)C1=CC=CC=C1)(F)F 4-trifluoromethyl-1,1-biphenyl